P(=O)(O)(O)O[C@H]1[C@H]([C@@H](O[C@@H]1CO)N1C(=O)NC(=O)C=C1)OC O-methyluridine-3'-monophosphate